5-cyano-2,3-dihydro-1H-isoindole C(#N)C=1C=C2CNCC2=CC1